4-({[1-(2-chlorobenzoyl)-3-[1-(pyrrolidine-1-sulfonyl)-4-(trifluoromethyl)piperidin-3-yl]-1H-pyrazol-5-yl]sulfanyl}methyl)benzene-1-carboximidamide ClC1=C(C(=O)N2N=C(C=C2SCC2=CC=C(C=C2)C(N)=N)C2CN(CCC2C(F)(F)F)S(=O)(=O)N2CCCC2)C=CC=C1